BrC=1C=C(C2=CN(N=C2C1C)C(C(=O)NC=1SC=CN1)C1=C2N(C=N1)C(CC2)(C)C)C(F)F 2-[6-bromo-4-(difluoromethyl)-7-methyl-indazol-2-yl]-2-(5,5-dimethyl-6,7-dihydropyrrolo[1,2-c]imidazol-1-yl)-N-thiazol-2-yl-acetamide